C(C)(C)C1(CC=C(CC1)C)OC(C1=C(C=CC=C1)O)=O 1-Isopropyl-4-methylcyclohex-3-en-1-yl-2-hydroxybenzoat